Methylglycine-diacetic acid CC(C(=O)O)N(CC(=O)O)CC(=O)O